benzyl (E)-4-oxopent-2-enoate O=C(/C=C/C(=O)OCC1=CC=CC=C1)C